(S)-6-fluoro-5-(1-(2-fluorophenyl)ethyl)-3-((imidazo[1,2-a]pyridin-6-ylmethyl)amino)-4H-benzo[e][1,2,4]thiadiazine 1,1-dioxide FC=1C=CC2=C(NC(=NS2(=O)=O)NCC=2C=CC=3N(C2)C=CN3)C1[C@@H](C)C1=C(C=CC=C1)F